N-[3-({[2-anilino-5-(trifluoromethyl)pyrimidin-4-yl]amino}methyl)-4-methylpyridin-2-yl]-N-methylmethanesulfonamide N(C1=CC=CC=C1)C1=NC=C(C(=N1)NCC=1C(=NC=CC1C)N(S(=O)(=O)C)C)C(F)(F)F